BrCCCCCN1C=C(C2=CC=CC=C12)C(C(=O)O)CC [1-(5-Bromopentyl)-1H-indol-3-yl]-butyric acid